C1N(CCC2=CC=CC=C12)C[C@H](CN1C(C2=CC=C(C=C2CC1)N1CCOCC1)=O)O 2-[(2R)-3-(3,4-dihydro-1H-isoquinolin-2-yl)-2-hydroxy-propyl]-6-morpholino-3,4-dihydroisoquinolin-1-one